[1-[[2,2-difluoro-3-[[(3S,4R)-3-hydroxy-2,2-dimethyl-chroman-4-yl]carbamoyl]cyclopropyl]methyl]-4,4-diethyl-6-oxo-hexahydropyrimidin-2-ylidene]ammonium FC1(C(C1C(N[C@H]1[C@@H](C(OC2=CC=CC=C12)(C)C)O)=O)CN1C(NC(CC1=O)(CC)CC)=[NH2+])F